(3R,8R*)-tert-butyl 11,11-difluoro-8-(fluoromethyl)-8-hydroxy-3-methyl-3,4,8,9,10,11-hexahydro-1H-pyrido[4',3':3,4]pyrazolo[1,5-a]azepine-2(7H)-carboxylate FC1(C=2N(C[C@@](CC1)(O)CF)N=C1C2CN([C@@H](C1)C)C(=O)OC(C)(C)C)F |o1:5|